1-[6-(4-azaspiro[2.5]oct-7-yl)-1-methyl-indazol-3-yl]hexahydropyrimidine-2,4-dione hydrochloride Cl.C1CC12NCCC(C2)C2=CC=C1C(=NN(C1=C2)C)N2C(NC(CC2)=O)=O